C(C(C)C)(=O)C=1C(OC2=CC=CC=C2C1)=O 3-isobutyroyl-coumarin